FC=1C=C(C=NC1)C(=O)N1CCN(CC1)C1C=2C=CC=CC2CCC=2C=CC=CC12 (5-fluoro-3-pyridyl)-[4-(2-tricyclo[9.4.0.03,8]pentadeca-1(11),3(8),4,6,12,14-hexaenyl)piperazin-1-yl]methanone